[C@@H]1([C@@H](O)[C@H](O)[C@H](O)[C@@H](O1)C)OCCNC(CN(CC(NCC(NCCCCNC([C@H](CCC(=O)OCC1=CC=CC=C1)NC(CCCCCCCCCCCCC)=O)=O)=O)=O)CC(=O)NCCO[C@H]1[C@@H](O)[C@H](O)[C@H](O)[C@@H](O1)C)=O (19S)-benzyl 1-(α-L-fucopyranosyloxy)-6-(2-{[2-(α-L-fucopyranosyloxy)ethyl]amino}-2-oxoethyl)-4,8,11,18-tetraoxo-19-tetradecanamido-3,6,9,12,17-pentaazadocosan-22-oate